benzyl 4-[9-(1-bromoethyl)-4,7-dimethyl-5-oxo-pyrazolo[3,4-c]isoquinolin-3-yl]piperidine-1-carboxylate BrC(C)C=1C=2C3=C(N(C(C2C=C(C1)C)=O)C)N(N=C3)C3CCN(CC3)C(=O)OCC3=CC=CC=C3